ClC=1C(=NC(=NC1)NC1=C(C=C(C=C1)N(C)CCN(C)C)OC)C1=CNC2=CC=CC=C12 N1-(5-chloro-4-(1H-indol-3-yl)pyrimidin-2-yl)-N4-(2-(dimethylamino)ethyl)-2-methoxy-N4-methylbenzene-1,4-diamine